Behenyl acrylate Stearyl-acrylate C(CCCCCCCCCCCCCCCCC)OC(C=C)=O.C(C=C)(=O)OCCCCCCCCCCCCCCCCCCCCCC